C[C@@H]1CNCC[C@@H]1C(=O)OCC (3S,4S)-ethyl 3-methylpiperidine-4-carboxylate